2-(3-fluorophenyl)-9-(1-(2-(3-hydroxythietan-3-yl)phenoxy)ethyl)-3,7-dimethyl-4H-pyrido[1,2-a]pyrimidin-4-one FC=1C=C(C=CC1)C=1N=C2N(C(C1C)=O)C=C(C=C2C(C)OC2=C(C=CC=C2)C2(CSC2)O)C